(±)-cis-N-(8-chloro-6-(4-methoxypyridin-3-yl)isoquinolin-3-yl)-2-fluorocyclopropanecarboxamide ClC=1C=C(C=C2C=C(N=CC12)NC(=O)[C@H]1[C@H](C1)F)C=1C=NC=CC1OC |r|